CC=1C(=NC=C(C1)NC(C(=O)N1[C@H](CC[C@@H](C1)C)C1=CC(=C(C(=C1)F)F)F)=O)NC(OC(C)(C)C)=O E-2-tert-butyl N-[3-methyl-5-[[2-[(2R,5S)-5-methyl-2-(3,4,5-trifluorophenyl)-1-piperidyl]-2-oxo-acetyl]amino]-2-pyridyl]carbamate